2,3-dibromo-6-[1-fluoro-2-(2-methoxyethoxy)ethyl]pyridine BrC1=NC(=CC=C1Br)C(COCCOC)F